FC(C=1C=C2CCCN(C2=CC1)C1CN(CC1)C(=O)OC(C)(C)C)(F)F tert-butyl 3-(6-(trifluoromethyl)-3,4-dihydroquinolin-1(2H)-yl)pyrrolidine-1-carboxylate